2''-(5-methylthiophene-3-yl)dispiro[[1,3]dioxolane-2,1'-cyclohexane-4',1''-indene] CC1=CC(=CS1)C=1C2(C3=CC=CC=C3C1)CCC1(CC2)OCCO1